C(C)(C)(C)OC(=O)N1[C@H](CC2(CC1)/C(/C1=C(C=NC=C1)C2)=N/S(=O)C(C)(C)C)C(C)(C)C tert-butyl-(R,Z)-5-((tert-butylsulfinyl)imino)-5,7-dihydrospiro[cyclopenta[c]pyridine-6,4'-piperidine]-1'-carboxylic acid tert-butyl ester